C(C)(C)(C)OC(=O)N1C(OCC1)(C)C 2,2-dimethyloxazolidin-3-carboxylic acid tert-butyl ester